phenyl(3-(trifluoromethyl)phenyl)iodonium trifluoromethanesulfonate FC(S(=O)(=O)[O-])(F)F.C1(=CC=CC=C1)[I+]C1=CC(=CC=C1)C(F)(F)F